CC1=CC=C(C=C1)S(=O)(=O)C=CC 1-methyl-4-(prop-1-en-1-ylsulfonyl)benzene